[SiH]1=CC1 Silacyclopropanen